C(#C)C1=C2C(=CC(=CC2=CC=C1F)O)C1=C(C=2N=C(N=C(C2C=N1)N1C(C(C(C(C1([2H])[2H])([2H])[2H])([2H])[2H])([2H])[2H])([2H])[2H])OC[C@]12CCCN2C[C@@H](C1)F)F 5-ethynyl-6-fluoro-4-(8-fluoro-2-{[(2R,7aS)-2-fluorotetrahydro-1H-pyrrolizin-7a(5H)-yl]methoxy}-4-[(2H10)piperidin-1-yl]pyrido[4,3-d]pyrimidin-7-yl)naphthalen-2-ol